3-fluoro-4-[6-methoxy-7-(1-methyl-piperidin-4-ylmethoxy)-quinolin-4-yloxy]-phenylamine FC=1C=C(C=CC1OC1=CC=NC2=CC(=C(C=C12)OC)OCC1CCN(CC1)C)N